C(C=C)(=O)OCCCCCCOC1=CC=C(C(=O)OC2=C(C=C(C=C2)OC(=O)C2CCC(CC2)CCCC)C=O)C=C1 [4-(4-butylcyclohexanecarbonyl)oxy-2-formyl-phenyl] 4-(6-prop-2-enoyloxyhexoxy)benzoate